1-[6-(1-methylpyrazol-4-yl)pyrazolo[1,5-a]pyrimidin-3-yl]piperazine CN1N=CC(=C1)C=1C=NC=2N(C1)N=CC2N2CCNCC2